(S)-3-(4-amino-2-oxa-8-azaspiro[4.5]decan-8-yl)-6-((2,3-dichlorophenyl)thio)pyrazin-2(1H)-one N[C@@H]1COCC12CCN(CC2)C=2C(NC(=CN2)SC2=C(C(=CC=C2)Cl)Cl)=O